(2s,6r)-4-(6-aminopyridazin-3-yl)-2,6-dimethylpiperazine-1-carboxylic acid tert-butyl ester C(C)(C)(C)OC(=O)N1[C@H](CN(C[C@H]1C)C=1N=NC(=CC1)N)C